5-tert-Butyl 3-ethyl 2-(hex-3-yn-1-yl)-2,4,6,7-tetrahydro-5H-pyrazolo[4,3-c]pyridine-3,5-dicarboxylate C(CC#CCC)N1N=C2C(CN(CC2)C(=O)OC(C)(C)C)=C1C(=O)OCC